ClC1=CC=C(C(=N1)C(=O)O)N[C@H](C)C1=CC(=CC=2C(N3C(=NC12)C1=CC=C(C=C1C3)Cl)=O)C (R)-6-chloro-3-((1-(2-chloro-8-methyl-10-oxo-10,12-dihydroisoindolo[1,2-b]quinazolin-6-yl)ethyl)amino)picolinic acid